The molecule is a dihydroxyanthraquinone that is chrysazin carrying a hydroxymethyl group at position 3. It has been isolated from plant species of the genus Aloe. It has a role as an antineoplastic agent and a plant metabolite. It is a dihydroxyanthraquinone and an aromatic primary alcohol. It derives from a chrysazin. C1=CC2=C(C(=C1)O)C(=O)C3=C(C2=O)C=C(C=C3O)CO